(3r,4r)-1-(1-(2-chloro-4-fluorobenzyl)-5,6-difluoro-1H-benzoimidazol-2-yl)-4-fluoro-3-piperidinamine ClC1=C(CN2C(=NC3=C2C=C(C(=C3)F)F)N3C[C@H]([C@@H](CC3)F)N)C=CC(=C1)F